(R)-2-chloro-4-((3-(hydroxymethyl)bicyclo[1.1.1]pent-1-yl)amino)-6,7-dihydrothieno[3,2-d]pyrimidine 5-oxide ClC=1N=C(C2=C(N1)CC[S@]2=O)NC21CC(C2)(C1)CO